O1N=NC(=C1)N(N)C=O oxadiazolyl-formylhydrazine